C1(CC1)C1=CC(=C(C=2C=CC=NC12)N)[Sn](CCCC)(CCCC)CCCC 8-Cyclopropyl-6-tributylstannylquinolin-5-amine